2-(((3S,4R,6S,6R)-6-(7-((3-methoxybenzyl)amino)-5-(propylsulfanyl)-3H-[1,2,3]Triazolo[4,5-d]Pyrimidin-3-yl)-2,2-dimethyltetrahydro-4H-cyclopenta[d][1,3]Dioxolan-4-yl)oxy)ethan-1-ol COC=1C=C(CNC=2C3=C(N=C(N2)SCCC)N(N=N3)[C@H]3C[C@H](C2C3OC(O2)(C)C)OCCO)C=CC1